N1N=CC(=C1)C1=CC=C(C=N1)CC=1OC=C(N1)C(=O)OCC ethyl 2-((6-(1H-pyrazol-4-yl)pyridin-3-yl)methyl)oxazole-4-carboxylate